C1(=CCCCC1)C1=NC=CC2=C1N=C(N=C2)NC=2C(NC=1CCN(CC1C2)C)=O 3-((8-(cyclohex-1-en-1-yl)pyrido[3,4-d]pyrimidin-2-yl)amino)-6-methyl-5,6,7,8-tetrahydro-1,6-naphthyridin-2(1H)-one